(((1-benzyl-piperidin-4-yl)methyl)amino)-8-oxooctanoic acid methyl ester COC(C(CCCCCC=O)NCC1CCN(CC1)CC1=CC=CC=C1)=O